NC1=NC=CC=C1C1=NC=2C(=NC(=CC2)C2=CC=CC=C2)N1C=1C=CC(=NC1)CNC(=O)C=1C=C(C=CC1)CC(=O)O 2-(3-(((5-(2-(2-aminopyridin-3-yl)-5-phenyl-3H-imidazo[4,5-b]pyridin-3-yl)pyridin-2-yl)methyl)carbamoyl)phenyl)acetic acid